C(C)(C)(C)OC(=O)N1CCC2(CC1)CC=1C(=NC=CC1)[C@H]2NS(=O)(=O)C(C)(C)C (S)-7-((R)-tert-butylsulfonamido)-5,7-dihydrospiro[cyclopenta[b]pyridine-6,4'-piperidine]-1'-carboxylic acid tert-butyl ester